2-[[5-(4-Chlorophenyl)-1-[(2,4-dichlorophenyl)methyl]pyrazol-3-yl]methoxy]-2-methyl-propanoic acid ClC1=CC=C(C=C1)C1=CC(=NN1CC1=C(C=C(C=C1)Cl)Cl)COC(C(=O)O)(C)C